rac-(1S*,2S*)-N-(6-chloropyrimidin-4-yl)-2-(4-methylpyrimidin-2-yl)cyclopropane-1-carboxamide ClC1=CC(=NC=N1)NC(=O)[C@@H]1[C@H](C1)C1=NC=CC(=N1)C |r|